3,4-dicarboxyl-thiophene (2-(trifluoromethyl)-5,6,7,8-tetrahydropyrido[3,4-d]pyrimidine-7-carbonyl)-6-azaspiro[2.5]octane-6-carboxylate FC(C=1N=CC2=C(N1)CN(CC2)C(=O)OC(=O)N2CCC1(CC1)CC2)(F)F.C(=O)(O)C2=CSC=C2C(=O)O